2-(2,2-dimethyl-1,3-dioxolan-4-yl)-N,N-dimethylethan-1-amine CC1(OCC(O1)CCN(C)C)C